tert-butyl 8,8-difluoro-2,6-diazaspiro[3.4]octane-2-carboxylate FC1(CNCC12CN(C2)C(=O)OC(C)(C)C)F